NC1=NN2C(C=C(C=C2)C=2C=NN(C2)CC(=O)NC2=CC=C(C=C2)CC(F)(F)F)=N1 2-[4-(2-Amino-[1,2,4]triazolo[1,5-a]pyridin-7-yl)pyrazol-1-yl]-N-[4-(2,2,2-trifluoroethyl)phenyl]acetamide